C1(CCC1)C=1C(=NOC1)C(=O)N[C@H](C=1OC2=C(N1)C=C(C=C2)[C@@H](COC)N2C(N[C@@H](C2)C(F)(F)F)=O)C2CCC(CC2)(F)F 4-cyclobutyl-N-((S)-(4,4-difluorocyclohexyl)(5-((S)-2-methoxy-1-((S)-2-oxo-4-(trifluoromethyl)imidazolidin-1-yl)ethyl)benzo[d]oxazol-2-yl)methyl)isoxazole-3-carboxamide